5-(2-propylbenzoyl)amino-3-(1,4,5,6,7,8,9-heptahydroquinolizin-2-yl)-benzofuran C(CC)C1=C(C(=O)NC=2C=CC3=C(C(=CO3)C=3CC4CCCCN4CC3)C2)C=CC=C1